NC1=C2C(=NC=N1)N(N=C2C)C(C)C2=NN(C1=CC(=CC=C21)C#N)C=2C=NC=CC2 3-(1-(4-amino-3-methyl-1H-pyrazolo[3,4-d]pyrimidin-1-yl)ethyl)-1-(pyridin-3-yl)-1H-indazole-6-carbonitrile